3-(4-(1H-pyrazol-4-yl)phenyl)-2-aminopropanoic acid N1N=CC(=C1)C1=CC=C(C=C1)CC(C(=O)O)N